N-methyl-1-(4H-1,2,4-triazol-3-yl)methylamine, hydrochloride salt Cl.CNCC1=NN=CN1